(2S)-2-amino-3-(2,4,5-trihydroxyphenyl)propionic acid N[C@H](C(=O)O)CC1=C(C=C(C(=C1)O)O)O